C(#C)C1=CC(=C(OCC2=CC=CC(=N2)OC2CCN(CC2)CC2=NC3=C(N2C[C@H]2OCC2)C=C(C=C3)C(=O)O)C=C1)F (S)-2-((4-((6-((4-ethynyl-2-fluorophenoxy)methyl)pyridin-2-yl)oxy)piperidine-1-yl)methyl)-1-(oxetan-2-ylmethyl)-1H-benzo[d]imidazole-6-carboxylic acid